6-(4-Cyclopropyl-piperazin-1-yl)-2-ethylsulfanyl-N-[(3-fluorophenyl)-methyl]-4-methyl-pyridine-3-carboxylic acid amide C1(CC1)N1CCN(CC1)C1=CC(=C(C(=N1)SCC)C(=O)NCC1=CC(=CC=C1)F)C